FC1=C(C(=CC2=CC=C(C=C12)C=1CN(CC1)S(=O)(=O)CCC(F)(F)F)O)N1CC(NS1(=O)=O)=O 5-{1-fluoro-3-hydroxy-7-[1-(3,3,3-trifluoropropane-1-sulfonyl)-2,5-dihydro-1H-pyrrol-3-yl]naphthalen-2-yl}-1λ6,2,5-thiadiazolidine-1,1,3-trione